C12CN(CC(N1)C2)C[C@H]2[C@@H](C2)C(=O)NC=2C=C1C(=CN2)N(C(=C1)C=1C(=NC=CC1OC)OC)C trans-2-{3,6-diazabicyclo[3.1.1]heptan-3-ylmethyl}-N-[2-(2,4-dimethoxypyridin-3-yl)-1-methylpyrrolo[2,3-c]pyridin-5-yl]cyclopropane-1-carboxamide